4-((3-(2-(2,6-diOxopiperidin-3-yl)-1-oxoisoindoline-5-yl)-3,8-diazabicyclo[3.2.1]octane-8-yl)methyl)piperidine O=C1NC(CCC1N1C(C2=CC=C(C=C2C1)N1CC2CCC(C1)N2CC2CCNCC2)=O)=O